C(C(=C)C)(=O)OCCCC[SiH](OC)OC (methacryloxypropyl-methyl)dimethoxysilane